COC(C1CCN(CC1)C1=CC=C(C=C1)C1=C(CCCC=2C=3C(=NN(C3C=CC21)C2OCCCC2)F)C2CCOCC2)OC 6-(4-(4-(dimethoxymethyl)piperidin-1-yl)phenyl)-1-fluoro-3-(tetrahydro-2H-pyran-2-yl)-7-(tetrahydro-2H-pyran-4-yl)-3,8,9,10-tetrahydrocyclohepta[e]indazole